2''-{(2R)-3-[(4-methoxyphenyl)methoxy]-2-methylpropyl}-2'',3''-dihydro-dispiro[[1,3]dioxolane-2,1'-cyclohexane-4',1''-indene] COC1=CC=C(C=C1)COC[C@@H](CC1C2(C3=CC=CC=C3C1)CCC1(CC2)OCCO1)C